FC(OC1=CC=C(OC=2C=C3CCCC(C3=CC2)=O)C=C1)(F)F 6-(4-(trifluoromethoxy)phenoxy)-3,4-dihydronaphthalen-1(2H)-one